FC(OC1=NC(=CC(=C1)C(C(C1=C(C(=NC=C1)OC)OC)C=1C(=NC2=CC=C(C=C2C1)C#N)OC)(CCN(C)C)O)OC)F 3-(2-(2-(difluoromethoxy)-6-methoxypyridin-4-yl)-1-(2,3-dimethoxypyridin-4-yl)-4-(dimethylamino)-2-hydroxybutyl)-2-methoxyquinoline-6-carbonitrile